ClC1=CC(=CC=N1)OCCCl 6-chloro-4-(2-chloroethoxy)pyridine